3-cyclopropyl-1-((2-methylbicyclo[2.2.0]hexan-2-yl)methyl)-N-(2-(S-methylsulfonimidoyl)pyridin-4-yl)-4-(trifluoromethyl)-1H-pyrazole-5-carboxamide C1(CC1)C1=NN(C(=C1C(F)(F)F)C(=O)NC1=CC(=NC=C1)S(=O)(=N)C)CC1(C2CCC2C1)C